ClC1=C(C(=O)NC2=CC=C(C=C2)F)C=C(C(=C1)F)NC(=O)[C@@H]1C([C@H]1C1=CC(=C(C=C1)F)C(F)(F)F)(Cl)Cl 2-chloro-5-((1R,3R)-2,2-dichloro-3-(4-fluoro-3-(trifluoromethyl)phenyl)cyclopropane-1-carboxamido)-4-fluoro-N-(4-fluorophenyl)benzamide